C(#N)C1=CC(=C(COC2=CC=CC(=N2)N2C[C@@H](N(CC2)CC2=NC3=C(N2CC=2OC=CN2)C=CC=C3)C)C=C1)F 2-{[(2S)-4-{6-[(4-Cyano-2-fluorobenzyl)oxy]pyridin-2-yl}-2-methylpiperazin-1-yl]methyl}-1-(1,3-oxazol-2-ylmethyl)-1H-benzimidazol